((5-chlorobenzo[d]oxazol-2-yl)methoxy)-3-methoxybenzaldehyde ClC=1C=CC2=C(N=C(O2)COC2=C(C=O)C=CC=C2OC)C1